ClC1=CC=C2C(=C(N(C2=C1F)C=1C=NN(C1)CCC)C1CC1)SC1=CC=CC(=N1)C(=O)O 6-((6-chloro-2-cyclopropyl-7-fluoro-1-(1-propyl-1H-pyrazol-4-yl)-1H-indol-3-yl)thio)picolinic acid